O.OC1CN(CCN1CCO)CCCS(=O)(=O)O 3-Hydroxy-4-(2-hydroxyethyl)-1-piperazinepropanesulfonic acid monohydrate